F[B-](F)(F)F.C(CCC)C1[N+](=CN(C1CCCC)C1=C(C(=C(C=C1)C)C)C)C1=C(C(=C(C=C1)C)C)C 4,5-dibutyl-1,3-di(trimethylphenyl)-4,5-dihydroimidazolium tetrafluoroborate